1,4-dimethyl-6-(naphthalen-2-ylmethyl)-6-(trityldisulfaneyl)piperazine-2,3,5-trione CN1C(C(N(C(C1(SSC(C1=CC=CC=C1)(C1=CC=CC=C1)C1=CC=CC=C1)CC1=CC2=CC=CC=C2C=C1)=O)C)=O)=O